O1CC(C1)[C@@H](C)NC(O[C@H]1CO[C@H](C1)C1=CC(=NN1)NC=1C=2N(C=CN1)N=C(C2)COC)=O (3R,5R)-5-(3-((2-(methoxymethyl) pyrazolo[1,5-a]pyrazin-4-yl)amino)-1H-pyrazol-5-yl)tetrahydrofuran-3-yl ((R)-1-(oxetan-3-yl)ethyl)carbamate